C1(CC1)S(=O)(=O)N1N=CC(=C1)C1=NC=CC(=N1)C1(C=C(C(=CN1)C1=NC(=CC=C1)F)NC1CCC(CC1)CN(C)C)N 6'-(2-(1-(Cyclopropylsulfonyl)-1H-pyrazol-4-yl)pyrimidin-4-yl)-N4'-((1s,4s)-4-((dimethylamino)methyl)cyclohexyl)-6-fluoro-[2,3'-bipyridine]-4',6'-diamine